methyl 6-[(1,3-oxazol-2-ylmethyl) amino]-5-nitropyridine-2-carboxylate O1C(=NC=C1)CNC1=C(C=CC(=N1)C(=O)OC)[N+](=O)[O-]